4-(2-((6S,9R,11R)-6-((S)-sec-butyl)-9-isopropyl-2,3,3,8-tetramethyl-4,7,13-trioxo-12-oxa-2,5,8-triazatetradecan-11-yl) thiazole-4-carboxamido)-2-methylpentanoate [C@H](C)(CC)[C@H](NC(C(N(C)C)(C)C)=O)C(N([C@H](C[C@@H](OC(C)=O)C=1SC=C(N1)C(=O)NC(CC(C(=O)[O-])C)C)C(C)C)C)=O